COC1=CC=2[C@@]34C([C@H](CC2C=C1NS(=O)(=O)C)N(CC4)C)CCCC3 N-[(1S,9S)-4-methoxy-17-methyl-17-azatetracyclo[7.5.3.01,10.02,7]heptadeca-2(7),3,5-trien-5-yl]methanesulfonamide